((benzyloxy)carbonyl)-O-(tert-butyl)-Z-serine C(C1=CC=CC=C1)OC(=O)N[C@@H](COC(C)(C)C)C(=O)O